tert-Butyl (2-((5-(1-(3,5-dichlorophenyl)-3-(3,3-dimethylmorpholine-4-carbonyl)-7-methoxy-1,4-dihydrochromeno[4,3-c]pyrazol-8-yl)pyridin-3-yl)amino)-2-oxoethyl)carbamate ClC=1C=C(C=C(C1)Cl)N1N=C(C2=C1C=1C=C(C(=CC1OC2)OC)C=2C=C(C=NC2)NC(CNC(OC(C)(C)C)=O)=O)C(=O)N2C(COCC2)(C)C